FC(CNC(=O)C=1C=NN2C1C=C(C=C2)C2=CNC=1N=C(N=CC12)NC(C)C)(C)C N-(2-fluoro-2-methylpropyl)-5-(2-(isopropylamino)-7H-pyrrolo[2,3-d]pyrimidin-5-yl)pyrazolo[1,5-a]pyridine-3-carboxamide